9-aminoheptadecane NC(CCCCCCCC)CCCCCCCC